CN1N=CC(=C1)NC1=NC=CC(=N1)N1C[C@H]2CC[C@@H](C1)N2C2(COC2)CC#N {3-[(1R,5S)-3-{2-[(1-methyl-1H-pyrazol-4-yl)amino]pyrimidin-4-yl}-3,8-diazabicyclo[3.2.1]oct-8-yl]oxetan-3-yl}acetonitrile